(R)-7-amino-3-(1-(but-2-ynoyl)piperidin-3-yl)-1-(4-(2,6-difluorophenoxy)phenyl)-1,5-dihydro-4H-pyrazolo[3,4-d]pyridazin-4-one NC1=NNC(C2=C1N(N=C2[C@H]2CN(CCC2)C(C#CC)=O)C2=CC=C(C=C2)OC2=C(C=CC=C2F)F)=O